N1CC(C1)CN(CCCN(C)C)CCCNC1=CC(=NC2=CC=CC=C12)C1=CC=C(C=C1)OC N1-(azetidin-3-ylmethyl)-N1-(3-((2-(4-methoxyphenyl)quinolin-4-yl)amino)propyl)-N3,N3-dimethylpropane-1,3-diamine